C(C1=CC=CC=C1)OC(=O)NC1(CN(CCC1)C(=O)OCC1=CC=CC=C1)C(F)F benzyl 3-{[(benzyloxy) carbonyl] amino}-3-(difluoromethyl)-piperidine-1-carboxylate